1-[3-chloro-2-(2-hydroxyethyl)phenyl]-3-[3-(2-hydroxyethylamino)-5-methoxyphenyl]urea ClC=1C(=C(C=CC1)NC(=O)NC1=CC(=CC(=C1)OC)NCCO)CCO